C(C1=CC=CC=C1)SC=1N=C(OC1)C1=CC=CC=C1 4-(benzylthio)-2-phenyloxazole